Methyl 4-isothiocyanatothiazole-5-carboxylate N(=C=S)C=1N=CSC1C(=O)OC